[Ru].C(CCCC=O)=O glutaraldehyde ruthenium